(hydroxyethyl)ammonium propionate C(CC)(=O)[O-].OCC[NH3+]